4-chloro-2,6-diethylthieno[2,3-d]pyrimidine ClC=1C2=C(N=C(N1)CC)SC(=C2)CC